1-methyl-4-{2-[4-(morpholin-4-yl)phenyl]-2,6-diazaspiro[3.4]octan-6-yl}-2-oxo-1,2-dihydroquinoline-3-carbonitrile CN1C(C(=C(C2=CC=CC=C12)N1CC2(CN(C2)C2=CC=C(C=C2)N2CCOCC2)CC1)C#N)=O